CC(CC=1C=C(C=CC1)[C@H](C(=O)O)C)C |r| (2RS)-2-[3-(2-methylpropyl)phenyl]propionic acid